ClC=1C=C(C=C2C(=C(C=NC12)C#N)N[C@H](CC)C1=CC=CC=C1)N[C@@H](C=1C=NC=CC1)C=1N=NN(C1)C(CO)(F)F 8-chloro-6-(((S)-(1-(1,1-difluoro-2-hydroxyethyl)-1H-1,2,3-triazol-4-yl)(pyridin-3-yl)methyl)amino)-4-(((R)-1-phenylpropyl)amino)quinoline-3-carbonitrile